COC1=CC=C(CN(C2=NC(=C(C(=C2NC(COCC)=O)NCC2(COC(OC2)(C)C)C)C)C)CC2=CC=C(C=C2)OC)C=C1 N-(2-(bis(4-methoxybenzyl)amino)-5,6-dimethyl-4-(((2,2,5-trimethyl-1,3-dioxan-5-yl)methyl)amino)pyridin-3-yl)-2-ethoxyacetamide